5-{4-[(1-{[3-Methyl-4-(propan-2-yl)phenyl]carbamoyl}-D-prolyl)amino]phenyl}pyridine-2-carboxylic acid CC=1C=C(C=CC1C(C)C)NC(=O)N1[C@H](CCC1)C(=O)NC1=CC=C(C=C1)C=1C=CC(=NC1)C(=O)O